NC1=NC(=NC2=C(C=CC=C12)C1=NC=CC(=C1)NC(C=C)=O)NC1=CC=C(C=C1)N1CCOCC1 N-(2-(4-amino-2-((4-morpholinylphenyl)amino)quinazolin-8-yl)pyridin-4-yl)acrylamide